2-(5-methyl-2-(oxiran-2-ylmethyl)phenoxy)benzonitrile CC=1C=CC(=C(OC2=C(C#N)C=CC=C2)C1)CC1OC1